O=C1NC(CCC1N1C(C2=CC=C(C=C2C1=O)N1CCN(CC1)CCCOC1=CC=C(C=C1)\C(=C(\CC)/C1=CC=CC=C1)\C1=CC=C(C=C1)O)=O)=O (Z)-2-(2,6-dioxopiperidin-3-yl)-5-(4-(3-(4-(1-(4-hydroxyphenyl)-2-phenylbut-1-en-1-yl)phenoxy)propyl)piperazin-1-yl)isoindoline-1,3-dione